4-(di-cyanomethylene)-2-methyl-6-(para-dimethylaminostyryl)-4H-pyran C(#N)C(=C1C=C(OC(=C1)C=CC1=CC=C(C=C1)N(C)C)C)C#N